N-(3-(5-(4-Chloro-3-(trifluoromethyl)phenyl)-1H-pyrazolo[3,4-b]pyridin-3-carbonyl)-2,4-difluorophenyl)propan-1-sulfonamid ClC1=C(C=C(C=C1)C=1C=C2C(=NC1)NN=C2C(=O)C=2C(=C(C=CC2F)NS(=O)(=O)CCC)F)C(F)(F)F